N-(4-((2-(1,1-difluoroethyl)-6-methylpyrimidin-4-yl)amino)-5-(1-(ethyl-sulfonyl)-1H-pyrazol-3-yl)pyridin-2-yl)acetamide FC(C)(F)C1=NC(=CC(=N1)NC1=CC(=NC=C1C1=NN(C=C1)S(=O)(=O)CC)NC(C)=O)C